3-cyclopropyl-8-(1-ethoxyvinyl)-6-fluoro-2-[(2S)-tetrahydropyran-2-yl]quinazolin-4-one C1(CC1)N1C(=NC2=C(C=C(C=C2C1=O)F)C(=C)OCC)[C@H]1OCCCC1